C(#C)C1=C(C=O)C=CC=C1C=O ethynyl-isophthalaldehyde